FC=1C=C2C=CC=C(C2=C(C1)C#C[Si](C(C)C)(C(C)C)C(C)C)O 6-Fluoro-8-((triisopropylsilyl)ethynyl)naphthalen-1-ol